CC=1NC(C=2C(N1)=CC(N(C2)C2(CC2)C)=O)=O 2-methyl-6-(1-methylcyclopropyl)pyrido[4,3-d]pyrimidine-4,7(3H,6H)-dione